CC=1C=C(C(N(N1)C1OCCCC1)=O)C(=O)C1C(CCCC1=O)=O (6-methyl-3-oxo-2-tetrahydropyran-2-yl-pyridazine-4-carbonyl)cyclohexane-1,3-dione